5-bromo-2,3-dihydrofuro[3,2-b]Pyridine 4-oxide BrC1=CC=C2C(=[N+]1[O-])CCO2